N=1N2C(=C(C1)C1=C(C=3C(=NC=C4C3N(C(N4C)=O)C4CCOCC4)N1)C=1C=C4C=NN(C4=CC1)C)CCC2 7-(5,6-dihydro-4H-pyrrolo[1,2-b]pyrazol-3-yl)-3-methyl-8-(1-methyl-1H-indazol-5-yl)-1-(tetrahydro-2H-pyran-4-yl)-3,6-dihydroimidazo[4,5-d]pyrrolo[2,3-b]pyridin-2(1H)-one